1-(4-(9,10-di(naphthalen-2-yl)anthracene-2-yl)phenyl)-2H-benzo[d]imidazole C1=C(C=CC2=CC=CC=C12)C=1C2=CC=CC=C2C(=C2C=CC(=CC12)C1=CC=C(C=C1)N1CNC2=C1C=CC=C2)C2=CC1=CC=CC=C1C=C2